4(3H)-quinazolone N1=CNC(C2=CC=CC=C12)=O